(6-Bromo-2H-1,3-benzodioxol-5-yl)methanol BrC=1C(=CC2=C(OCO2)C1)CO